N,N,N-trimethyl-2-[(1-oxo-2-propenyl)oxy]ethanaminium chloride [Cl-].C[N+](CCOC(C=C)=O)(C)C